Cl.Cl.NCC\N=C(\SCC)/N1C2CNCC1CC2 (E)-ethyl N-(2-aminoethyl)-3,8-diazabicyclo[3.2.1]octane-8-carbimidothioate dihydrochloride